[Si](C)(C)(C(C)(C)C)O[C@@H]1CC[C@H](CC1)C(=O)N(CC12CCC(CC1)(CC2)C2=CC(=C(C=C2)OC)C)C2=CC(=CC=C2)C#C trans-4-((tert-butyldimethylsilyl)oxy)-N-(3-ethynylphenyl)-N-((4-(4-methoxy-3-methylphenyl)bicyclo[2.2.2]oct-1-yl)methyl)cyclohexanecarboxamide